O[C@H](COC=1C=C(C=CC1)S(=O)(=O)NC)CN[C@H]1COC2(C1)CCN(CC2)S(=O)(=O)C2=CC1=C(NC(=N1)C)C=C2 3-((S)-2-hydroxy-3-((R)-8-(2-methyl-1H-benzo[d]imidazol-5-ylsulfonyl)-1-oxa-8-azaspiro[4.5]dec-3-ylamino)propoxy)-N-methylbenzenesulfonamide